C1(CC1)C(=O)NC1=CC(=C(N=N1)C(=O)NC([2H])([2H])[2H])NC1=CC=CC2=C1N([C@@H](C=1C=CC=NC21)C)C (R)-6-(cyclopropanecarboxamido)-4-((5,6-dimethyl-5,6-dihydrobenzo[h][1,6]naphthyridin-7-yl)amino)-N-(methyl-d3)pyridazine-3-carboxamide